6-{3-Azabicyclo[3.1.0]hexan-3-yl}-2-propylpyridin C12CN(CC2C1)C1=CC=CC(=N1)CCC